biotin gold [Au].OC(=O)CCCC[C@@H]1SC[C@@H]2NC(=O)N[C@H]12